D-2-pyridylalanine N1=C(C=CC=C1)N[C@H](C)C(=O)O